C(C)N1C[C@@H](CCC1)NC=1C(N(C(=NN1)C1=C(C=C(C=C1)F)O)C)=O 6-[[(3R)-1-Ethyl-3-piperidyl]amino]-3-(4-fluoro-2-hydroxyphenyl)-4-methyl-1,2,4-triazin-5-one